tert-butyl ((1S,2S,3S,4R)-2,3-dihydroxy-4-(4-methyl-7H-pyrrolo[2,3-d]pyrimidin-7-yl) cyclopentyl) carbonate C(OC(C)(C)C)(O[C@@H]1[C@H]([C@H]([C@@H](C1)N1C=CC2=C1N=CN=C2C)O)O)=O